C12=C3N(C(=CC=CC(=N1)C2)C(=O)[O-])C=CC=C3O 7-methanopyrido[1,2-a][1,4]diazonin-12-olate